C(C)(C)(C)C1=C(C=C(C=C1O)C1C=CCCC1)O 2-Tert-butyl-5-cyclohex-2-en-1-ylbenzene-1,3-diol